C1(CC1)C=1C=CC(=C(C1)NC(=O)N1CC(CC1)(C1=NC=NS1)C1=CC(=C(C=C1)C)F)C(=O)N1CC(C1)O N-(5-cyclopropyl-2-(3-hydroxyazetidine-1-carbonyl)phenyl)-3-(3-fluoro-4-methylphenyl)-3-(1,2,4-thiadiazol-5-yl)pyrrolidine-1-carboxamide